ClC=1C(=CC(=NC1)OC)C1=CC(=NN1)C(=O)N1CCC(CC1)C(=O)NCC1=NC=C(C=N1)C(F)(F)F 1-(5-(5-chloro-2-methoxypyridin-4-yl)-1H-pyrazole-3-carbonyl)-N-((5-(trifluoromethyl)pyrimidin-2-yl)methyl)piperidine-4-carboxamide